2,2'-azobis(2-(5-methyl-2-imidazoline-2-yl)propane) dihydrochloride Cl.Cl.N(=NC(C)(C)C=1NC(CN1)C)C(C)(C)C=1NC(CN1)C